((2R,3S,4R,5R)-5-(4-aminopyrrolo[2,1-f][1,2,4]triazin-7-yl)-5-cyano-3,4-dihydroxytetrahydrofuran-2-yl)methyl ((R)-2-(2-cyanobenzamido)-3-(octadecyloxy)propyl) hydrogen phosphate P(=O)(OC[C@H]1O[C@@]([C@@H]([C@@H]1O)O)(C#N)C1=CC=C2C(=NC=NN21)N)(OC[C@@H](COCCCCCCCCCCCCCCCCCC)NC(C2=C(C=CC=C2)C#N)=O)O